ClC1=CC=C(C=C1)[C@@H](C)NC(=O)N1CC2C(C1)CC(C2)(C2=CC=CC=C2)O N-[(1R)-1-(4-chlorophenyl)ethyl]-5-hydroxy-5-phenyl-octahydrocyclopenta[c]pyrrole-2-carboxamide